bis(naphthalene-1-yl)-N,N'-bis(phenyl)-2,7-diamino-9,9-spirobifluorene Methyl-2-fluoro-9-(4,4,5,5-tetramethyl-1,3,2-dioxaborolan-2-yl)-6,7-dihydro-5H-benzo[7]annulene-3-carboxylate COC(=O)C1=CC2=C(C(=CCCC2)B2OC(C(O2)(C)C)(C)C)C=C1F.C1(=CC=CC2=CC=CC=C12)C=1C(=C(C=2C3(C4=CC(=CC=C4C2C1)NC1=CC=CC=C1)C1=CC=CC=C1C=1C=CC=CC13)C1=CC=CC3=CC=CC=C13)NC1=CC=CC=C1